ClC=1C=C(C(=O)NC2=CC=C(C=C2)C2(CCC2)C(NC2CN(C2)CC(F)(F)F)=O)C=CC1 3-chloro-N-[4-(1-{[1-(2,2,2-trifluoroethyl)azetidin-3-yl]carbamoyl}cyclobutyl)phenyl]benzamide